(S)-7-isopropyl-4,8-dimethyl-2-((1-(2-methyl-oxazole-4-carbonyl)azetidin-3-yl)amino)-7,8-dihydropteridin-6(5H)-one C(C)(C)[C@H]1C(NC=2C(=NC(=NC2N1C)NC1CN(C1)C(=O)C=1N=C(OC1)C)C)=O